N-(5-(3-cyanooxetane-3-carbonyl)-6-((2,3',5'-trifluoro-[1,1'-biphenyl]-3-yl)methyl)-5-azaspiro[2.4]heptan-7-yl)-1-fluoromethanesulfonamide C(#N)C1(COC1)C(=O)N1CC2(CC2)C(C1CC=1C(=C(C=CC1)C1=CC(=CC(=C1)F)F)F)NS(=O)(=O)CF